(S)-1-(5-((2-isopropylphenyl)thio)pyrazin-2-yl)-4'H,6'H-spiro[piperidine-4,5'-pyrrolo[1,2-b]pyrazol]-4'-amine C(C)(C)C1=C(C=CC=C1)SC=1N=CC(=NC1)N1CCC2([C@@H](C=3N(N=CC3)C2)N)CC1